C1(CCCCC1)C1=NOC(=N1)[C@H]1C(C12CCN(CC2)S(=O)(=O)N)(F)F (2S)-2-(3-Cyclohexyl-1,2,4-oxadiazol-5-yl)-1,1-difluoro-6-azaspiro[2.5]octan-6-sulfonamid